C1(CCC1)NC1(CN(CC1)C1=CC=C(N=N1)C1=C(C=C(C=C1)C1=CN=NC(=C1)OC)O)C 2-{6-[3-(cyclobutylamino)-3-methylpyrrolidin-1-yl]pyridazin-3-yl}-5-(6-methoxypyridazin-4-yl)phenol